tert-butyl-2-(2-(2-isopropylphenyl)-4-(tetrahydrofuran-3-yl)piperazin-1-yl)-7-azaspiro[3.5]Nonane C(C)(C)(C)C1C(CC12CCNCC2)N2C(CN(CC2)C2COCC2)C2=C(C=CC=C2)C(C)C